C(C1=C(N)C=CC=C1)C1=C(N)C=CC=C1 2,2'-methylene-dianiline